[Ni].[Ge].[Au] gold-germanium-nickel